CC1=C(C=CC=C1C)N1CCN(CC1)C(CN1N=C(C2=C1CCC2)C(=O)N2CCN(CC2)C(COC)=O)=O 1-(4-(2,3-dimethylphenyl)piperazin-1-yl)-2-(3-(4-(2-methoxyacetyl)piperazine-1-carbonyl)-5,6-dihydrocyclopenta[c]pyrazol-1(4H)-yl)ethanone